4-(1-((3-fluorophenyl)sulfonyl)cyclopropyl)-N-(isothiazol-5-yl)piperidine FC=1C=C(C=CC1)S(=O)(=O)C1(CC1)C1CCN(CC1)C1=CC=NS1